N[C@@H]1CN(C[C@@H]1F)C=1C=C2CN3[C@@H](C2=CC1)CN(C[C@H]3C)C3=C1C=CC=NC1=C(C=C3)C#N 5-[(4R,10bS)-8-[(3R,4S)-3-amino-4-fluoro-pyrrolidin-1-yl]-4-methyl-3,4,6,10b-tetrahydro-1H-pyrazino[2,1-a]isoindol-2-yl]quinoline-8-carbonitrile